C(C)(C)(C)OC(=O)N[C@H](C(=O)OCC)CC1=CC(=CC=C1)SCC1=CC=C(C=C1)C(C)(C)C Ethyl (2S)-[(tert-butoxycarbonyl)amino]-3-(3-{[4-(tert-butyl)benzyl]thio}phenyl)propanoate